NC1=CC=C(C(=C1C(=O)N(C)C)F)C=1C(=C2C(=NC1)NCC21C(C1)CO)Cl 6-Amino-3-(4'-chloro-2-(hydroxymethyl)-1',2'-dihydrospiro[cyclopropane-1,3'-pyrrolo[2,3-b]pyridin]-5'-yl)-2-fluoro-N,N-dimethylbenzamide